ClC=1C(=C(OC2CCC(CC2)(C(=O)O)CC2=NC(=CC=C2)NC=2SC=CN2)C=CC1)F 4-(3-chloro-2-fluorophenoxy)-1-[[6-(1,3-thiazol-2-ylamino)pyridin-2-yl]methyl]cyclohexane-1-carboxylic acid